FC1=C(C(=O)N2CCN(CC2)CC(=O)N2CCCC23CNC2=CC=CC=C2C3)C(=CC=C1)F 1-(2-(4-(2,6-difluorobenzoyl)piperazin-1-yl)acetyl)-1',4'-dihydro-2'H-spiro[pyrrolidine-2,3'-quinoline]